3-((1S,4S)-2-oxa-5-azabicyclo[2.2.1]Hept-5-yl)-2-nitroaniline [C@@H]12OC[C@@H](N(C1)C=1C(=C(N)C=CC1)[N+](=O)[O-])C2